C(C)S(=O)(=O)C1=CC(=C(C=C1)NC1=NC=C(C(=N1)C=1C=NN(C1)C)C(F)(F)F)C N-(4-ethylsulfonyl-2-methyl-phenyl)-4-(1-methylpyrazol-4-yl)-5-(trifluoromethyl)pyrimidin-2-amine